maleic-anhydride butyl-acrylate C(CCC)OC(C=C)=O.C1(\C=C/C(=O)O1)=O